CC1=CC=C(C=C1)N=C1C(C2=CC=CC3=CC=CC1=C23)=NC2=CC=C(C=C2)C 1,2-Bis-((4-methylphenyl)imino)acenaphthene